C(#N)C1=CC(=C(COC2=CC=CC(=N2)C2CCN(CC2)CC2=NC3=C(N2CC2=NOC=C2)C=CC=C3)C=C1)F 2-[(4-{6-[(4-Cyano-2-fluorobenzyl)oxy]pyridin-2-yl}piperidin-1-yl)methyl]-1-(1,2-oxazol-3-ylmethyl)-1H-benzimidazol